C1(CC1)C1=NC=NC=C1C1=C(C=CC(=C1)F)O 2-(4-Cyclopropyl-pyrimidin-5-yl)-4-fluorophenol